[I-].C(CCC)OC(=O)OC(C)[N+]1(CCC=C(C1)C1=NSN=C1OCCCCCC)C 1-(1-((butoxycarbonyl)oxy)ethyl)-5-(4-(hexyloxy)-1,2,5-thiadiazol-3-yl)-1-methyl-1,2,3,6-tetrahydropyridin-1-ium iodide